O=C1NC(CCC1N1C(C2=CC=CC(=C2C1=O)N[C@@H](C)C1=CC(=C(C=C1)F)OC)=O)=O 2-(2,6-dioxopiperidin-3-yl)-4-(((S)-1-(4-fluoro-3-methoxyphenyl)ethyl)amino)isoindoline-1,3-dione